SCCC(=O)[O-].C(CCC)[Sn+2]CCCC.SCCC(=O)[O-] dibutyltin β-mercaptopropionate